2-(4-(4-((8-bromoquinazolin-2-yl)amino)phenyl)piperazin-1-yl)ethanol BrC=1C=CC=C2C=NC(=NC12)NC1=CC=C(C=C1)N1CCN(CC1)CCO